O1CC(CC1)C1=CC=CC=2N1N=NN2 5-(tetrahydrofuran-3-yl)tetrazolo[1,5-a]pyridine